(7-(6-(4-amino-1H-pyrazol-1-yl)pyridin-3-yl)pyrazolo[1,5-a]pyridin-3-yl)(piperidin-1-yl)methanone NC=1C=NN(C1)C1=CC=C(C=N1)C1=CC=CC=2N1N=CC2C(=O)N2CCCCC2